ClC1=CC(=NC=N1)N1C[C@H](CC1)C(C)(C)O (S)-2-(1-(6-chloropyrimidin-4-yl)pyrrolidin-3-yl)propan-2-ol